(S)-6-((S)-5-Chloro-6-fluoro-2-phenyl-2-((S)-pyrrolidin-2-yl)-2,3-dihydrobenzofuran-4-yl)-7-fluoro-2H-spiro[benzofuran-3,4'-piperidine]-5-carboxamide ClC=1C(=CC2=C(C[C@@](O2)([C@H]2NCCC2)C2=CC=CC=C2)C1C1=C(C2=C(C=C1C(=O)N)C1(CCNCC1)CO2)F)F